ethyl-2-(1,1-dimethyl-2-hydroxyethyl)-1,3-dioxane C(C)C1(OCCCO1)C(CO)(C)C